NC([C@H](C[C@H]1C(NCCC1)=O)NC(=O)C1N(CC2(CCC2)C1)C(=O)C=1NC2=CC(=CC=C2C1)Cl)=O N-[(1S)-2-amino-2-oxo-1-[[(3S)-2-oxo-3-piperidyl]methyl]ethyl]-6-(6-chloro-1H-indole-2-carbonyl)-6-azaspiro[3.4]octane-7-carboxamide